S-(2-hydroxy-4,7,10-trioxaundecyl)-L-methionine sulfonium chloride [Cl-].[SH3+].OC(C[S+](CC[C@H](N)C(=O)O)C)COCCOCCOC.[Cl-]